FC(C1=CC=C(C=C1)C1CC2(CNC2)CC1)(F)F 6-(4-(Trifluoromethyl)phenyl)-2-azaspiro[3.4]octane